ethyl 4-((cyclohexylmethyl)(ethoxycarbonyl)amino)3-methylbutanoate C1(CCCCC1)CN(CC(CC(=O)OCC)C)C(=O)OCC